C1(CC1)C1=CN=C2C(=N1)N(N=C2NCC2=NC1=C(N2)C=CC=C1OC)C1CCN(CC1)C 6-cyclopropyl-N-[(4-methoxy-1H-benzimidazol-2-yl)methyl]-1-(1-methylpiperidin-4-yl)-1H-pyrazolo[3,4-b]pyrazin-3-amine